5-sec-butyl-4-hydroxy-3-n-propyl-1-isopropyl-pyrazole C(C)(CC)C1=C(C(=NN1C(C)C)CCC)O